cis-9-hexadecene-1-ol C(CCCCCCC\C=C/CCCCCC)O